2-(tert-Butyl)-2'-(4-(trifluoromethyl)phenyl)-1'H-spiro[benzo[d][1,3]oxazine-4,4'-isoquinoline]-1',3'(2'H)-dione C(C)(C)(C)C=1OC2(C(N(C(C3=CC=CC=C23)=O)C2=CC=C(C=C2)C(F)(F)F)=O)C2=C(N1)C=CC=C2